1,2-bis((1-(1-(2-octylcyclopropyl)heptadecan-8-yl)pyrrolidin-2-yl)methyl)disulfane C(CCCCCCC)C1C(C1)CCCCCCCC(CCCCCCCCC)N1C(CCC1)CSSCC1N(CCC1)C(CCCCCCCC1C(C1)CCCCCCCC)CCCCCCCCC